COC(=O)C=1N=C(SC1)NC 2-(methylamino)-1,3-thiazole-4-carboxylic acid methyl ester